N1(N=NN=C1)C[C@H](C)OC1=C(C#N)C=CC(=C1)C=1C=NC(=NC1)NC=1C(=NN(C1)C1CCC(CC1)N1CCOCC1)OCC1COC1 2-(((S)-1-(1H-tetrazol-1-yl)propan-2-yl)oxy)-4-(2-((1-((1r,4r)-4-morpholino-cyclohexyl)-3-(oxetan-3-ylmethoxy)-1H-pyrazol-4-yl)amino)pyrimidin-5-yl)benzonitrile